ClC=1C(=C(C(=O)[O-])C(=CC1)Cl)OC 3,6-dichloro-2-methoxybenzoate